[Br-].[NH4+].C(CCC)N1C(N(C=C1)C)C 1-butyl-2,3-dimethyl-imidazole ammonium bromide